ClC=1C=C2C(=NC=NC2=C(C1)C(F)(F)F)N[C@@H](C)C1=NC=NN1C1=CC=C(C=N1)C#N 6-[5-[(1S)-1-[[6-chloro-8-(trifluoromethyl)quinazolin-4-yl]amino]ethyl]-1,2,4-triazol-1-yl]pyridine-3-carbonitrile